N-methoxy-N-methyl-2,3-dihydro-1H-indene-1-carboxamide CON(C(=O)C1CCC2=CC=CC=C12)C